C1CCC2=CC(=CC=C12)N1CC(CC1=O)C(=O)NC=1SC(=CN1)C(F)(F)F 1-(2,3-dihydro-1H-inden-5-yl)-5-oxo-N-(5-(trifluoromethyl)thiazol-2-yl)pyrrolidine-3-carboxamide